1-(3-azidopropyl)-4-methylquinolinium chloride [Cl-].N(=[N+]=[N-])CCC[N+]1=CC=C(C2=CC=CC=C12)C